O1NC(=CC=C1)C(=O)OCC ethyl oxazainate